4-(2-((1-(1-(Cyanomethyl)piperidin-4-yl)-1H-pyrazol-4-yl)amino)-5-methylpyrimidin-4-yl)benzoic Acid C(#N)CN1CCC(CC1)N1N=CC(=C1)NC1=NC=C(C(=N1)C1=CC=C(C(=O)O)C=C1)C